(S)-1-(3-((2-(2-(benzyloxy)-4,6-dihydroxybenzoyl)-1,2,3,4-tetrahydroisoquinolin-8-yl)(methyl)amino)pyrrolidin-1-yl)-4-methoxybutan-1-one C(C1=CC=CC=C1)OC1=C(C(=O)N2CC3=C(C=CC=C3CC2)N([C@@H]2CN(CC2)C(CCCOC)=O)C)C(=CC(=C1)O)O